COC1=CC=C(C=CC(=O)OCCOCC)C=C1 2-ethoxyethyl para-methoxycinnamate